OC1=CC=C(CN2C(C3=CC=CC=C3C2)=O)C=C1 2-(4-hydroxybenzyl)isoindolin-1-one